N-(2-p-methoxybenzylmercaptoethyl)-2-[((2-p-methoxybenzylmercaptoethyl)p-toluenesulfonylpropyl)amino]acetamide COC1=CC=C(CSCCNC(CNCCC(S(=O)(=O)C2=CC=C(C)C=C2)CCSCC2=CC=C(C=C2)OC)=O)C=C1